ClC1=C(C=CC=C1)C=1N=C(C2=C(N1)CNC2=O)NC2=CC=C(C=C2)CC(=O)NCC 2-(4-((2-(2-chlorophenyl)-5-oxo-6,7-dihydro-5H-pyrrolo[3,4-d]pyrimidin-4-yl)amino)phenyl)-N-ethylacetamide